C(C)(C)(C)OC(N[C@H]1CN([C@H]2CC[C@@H]1[C@@H]2F)CC2=CC=CC=C2)=O ((1S,4R,5S,8S)-2-benzyl-8-fluoro-2-azabicyclo[3.2.1]Oct-4-yl)carbamic acid tert-butyl ester